N-(2-(4,4-difluorocyclohexyl)-4-(2,5-difluorophenyl)pyridin-3-yl)-2-(4-fluorophenyl)-2H-1,2,3-triazole-4-carboxamide FC1(CCC(CC1)C1=NC=CC(=C1NC(=O)C1=NN(N=C1)C1=CC=C(C=C1)F)C1=C(C=CC(=C1)F)F)F